methyl 2-{3',5',6-trifluoro-2-methoxy-[1,1'-biphenyl]-3-yl}acetate FC=1C=C(C=C(C1)F)C1=C(C(=CC=C1F)CC(=O)OC)OC